1-((1-ethyl-1H-imidazol-5-yl)methyl)-1H-benzo[d]imidazole-6-carboxylic acid hydrochloride Cl.C(C)N1C=NC=C1CN1C=NC2=C1C=C(C=C2)C(=O)O